FC(C1=NC=CC(=N1)I)(F)F 2-trifluoromethyl-4-iodopyrimidine